(2S,2'S,3R,3'R,4S,4'S,5R,5'R,6R,6'R)-selenobis(6-(acetoxymethyl)-4-(4-(3-fluorophenyl)-1H-1,2,3-triazol-1-yl)tetrahydro-2H-pyran-2,3,5-triyl) tetraacetate C(C)(=O)O[C@H]1[C@@H](O[C@@H]([C@@H]([C@@H]1N1N=NC(=C1)C1=CC(=CC=C1)F)OC(C)=O)COC(C)=O)[Se][C@@H]1O[C@@H]([C@@H]([C@@H]([C@H]1OC(C)=O)N1N=NC(=C1)C1=CC(=CC=C1)F)OC(C)=O)COC(C)=O